(R)-(5-(2-fluoropropan-2-yl)-1,3,4-oxadiazol-2-yl)(4-(4-methylpyrazolo[1,5-a]pyridin-2-yl)-6,7-dihydro-1H-imidazo[4,5-c]pyridin-5(4H)-yl)methanone FC(C)(C)C1=NN=C(O1)C(=O)N1[C@H](C2=C(CC1)NC=N2)C2=NN1C(C(=CC=C1)C)=C2